C(C)(C)(C)C1=NOC(=N1)C(=O)NCC1=C(C=C(C=C1)C1=C2C(=NC=C1)NC(=N2)C2=NN(C=C2NC(OC(C)(C)C)=O)C)[N+](=O)[O-] tert-Butyl (3-(7-(4-((3-(tert-butyl)-1,2,4-oxadiazole-5-carboxamido)methyl)-3-nitrophenyl)-3H-imidazo[4,5-b]pyridin-2-yl)-1-methyl-1H-pyrazol-4-yl)carbamate